N-(3-(5-fluoro-2-(6-(2-hydroxy-2-methylpropoxy)pyridin-3-ylamino)pyrimidin-4-ylamino)phenyl)acrylamide FC=1C(=NC(=NC1)NC=1C=NC(=CC1)OCC(C)(C)O)NC=1C=C(C=CC1)NC(C=C)=O